3,6,9,12,15,18,21,24,27-nonaoxatriacontan-1-ol C(COCCOCCOCCOCCOCCOCCOCCOCCOCCC)O